CS(=O)(=O)OCCCC#C pent-4-yn-1-yl methanesulfonate